C(C)(=O)OCCC1CC2(C1)CC(C2)NC(=O)C=2C=C(C=C1C=NN(C21)CC=2C=NC(=NC2)C2=CC(=CC(=C2)OC)F)Cl 2-(6-(5-chloro-1-((2-(3-fluoro-5-methoxyphenyl) pyrimidin-5-yl)methyl)-1H-indazole-7-carboxamido)spiro[3.3]heptan-2-yl)ethyl acetate